1,3-bis[(3-ethyl-3-oxetanylmethyl)methyl]propane C(C)C1(COC1)CCCCCCCC1(COC1)CC